4-(4,4,5,5-Tetramethyl-1,3,2-dioxaborolane-2-yl)-3,6-dihydro-2H-pyridine-1-carboxylic acid tert-butyl ester C(C)(C)(C)OC(=O)N1CCC(=CC1)B1OC(C(O1)(C)C)(C)C